2,2-bis[3-amino-4-hydroxyphenyl]hexafluoro-propane NC=1C=C(C=CC1O)C(C(F)(F)F)(C(F)(F)F)C1=CC(=C(C=C1)O)N